(2S)-2-(4-chlorophenoxy)-N-(cyclopentyloxy)propanamide ClC1=CC=C(O[C@H](C(=O)NOC2CCCC2)C)C=C1